C(C)(=O)C1=CN(C2=CC=C(C=C12)C#CC=1C=NC=CC1)CC(=O)N(C(C)C)CC(=O)NCC1=C(C(=CC=C1)Cl)F 2-(3-acetyl-5-(pyridin-3-ylethynyl)-1H-indol-1-yl)-N-(2-((3-chloro-2-fluorobenzyl)amino)-2-oxoethyl)-N-isopropylacetamide